ethyl (2R)-2-hydroxy-3-[2-[[2-[2-(2-methoxyethoxy)phenyl]pyrimidin-4-yl]methoxy]phenyl]propanoate O[C@@H](C(=O)OCC)CC1=C(C=CC=C1)OCC1=NC(=NC=C1)C1=C(C=CC=C1)OCCOC